CCCC(CCCCC=CCC)O dodec-9-en-4-ol